ClC=1C=C(C=C2C(=C(C=NC12)C#N)NC1=CC(=C(C=C1)F)Cl)N[C@@H](C=1SC=CC1)C=1N=NN(C1)C1CCNCC1 (R)-8-chloro-4-((3-chloro-4-fluorophenyl)amino)-6-(((1-(piperidin-4-yl)-1H-1,2,3-triazol-4-yl)(thiophen-2-yl)methyl)amino)quinoline-3-carbonitrile